bisphenol molybdenum [Mo].C1(=CC=CC=C1)O.C1(=CC=CC=C1)O